1-(4-(2-Fluoro-4-nitrophenyl)piperazin-1-yl)ethanone FC1=C(C=CC(=C1)[N+](=O)[O-])N1CCN(CC1)C(C)=O